C1(CC1)C1=CC(=CC2=CN(N=C12)CCC(C)(C)O)NC(=O)C1=NC(=CC=C1)C(F)(F)F N-(7-cyclopropyl-2-(3-hydroxy-3-methylbutyl)-2H-indazol-5-yl)-6-(trifluoromethyl)pyridine-2-carboxamide